COC(C1=CC(=CC=C1)C=O)=O methyl-3-formylbenzoate